(4-(cyanomethyl)benzyl)zinc bromide [Br-].C(#N)CC1=CC=C(C[Zn+])C=C1